2-nitro-5-propylsulfanyl-aniline [N+](=O)([O-])C1=C(N)C=C(C=C1)SCCC